BrC=1C=C(C=2N(C1)C=C(N2)C21CC(C2)(C1)N(C(OC(C)(C)C)=O)C)F tert-butyl N-[3-(6-bromo-8-fluoro-imidazo[1,2-a]pyridin-2-yl)-1-bicyclo[1.1.1]pentanyl]-N-methyl-carbamate